N-(4-fluoro-3-methylphenyl)-2-methyl-3-(2-oxo-2-(pyridin-3-ylamino)acetyl)-5,6,7,8-tetrahydroindolizine-1-carboxamide FC1=C(C=C(C=C1)NC(=O)C=1C(=C(N2CCCCC12)C(C(NC=1C=NC=CC1)=O)=O)C)C